(3R)-3-amino-7-(5-tert-butyl-1,3,4-oxadiazol-2-yl)-8-fluoro-5-[(5-methoxy-2-pyridyl)methyl]-1,1-dioxo-2,3-dihydro-1λ6,5-benzothiazepin-4-one N[C@H]1CS(C2=C(N(C1=O)CC1=NC=C(C=C1)OC)C=C(C(=C2)F)C=2OC(=NN2)C(C)(C)C)(=O)=O